CN(C=1C2=C(N=CN1)N(C=C2)S(=O)(=O)C2=CC=C(C)C=C2)C2C[C@@H]1[C@@H](CNC1)C2 N-methyl-N-((3aR,5s,6aS)-octahydrocyclopenta[C]pyrrol-5-yl)-7-tosyl-7H-pyrrolo[2,3-d]pyrimidin-4-amine